(S)-2-((R)-2,4-dimethylpiperazin-1-yl)-N-(3-(5-fluoro-2-((2-fluoro-3-(methylsulfonyl)phenyl)amino)pyrimidin-4-yl)-1H-indol-7-yl)butanamide C[C@H]1N(CCN(C1)C)[C@H](C(=O)NC=1C=CC=C2C(=CNC12)C1=NC(=NC=C1F)NC1=C(C(=CC=C1)S(=O)(=O)C)F)CC